(R)-5-(5-isopropyl-1,2,4-oxadiazol-3-yl)-N-(2-methylpyridin-4-yl)-2,3-dihydro-1H-indene-1-carboxamide C(C)(C)C1=NC(=NO1)C=1C=C2CC[C@H](C2=CC1)C(=O)NC1=CC(=NC=C1)C